CCC(C(=O)[O-])N The molecule is an alpha-amino-acid anion that is the conjugate base of alpha-aminobutyric acid. It has a role as a human metabolite. It is a conjugate base of an alpha-aminobutyric acid.